1-(4-fluorophenyl)-5-iodo-1H-indole FC1=CC=C(C=C1)N1C=CC2=CC(=CC=C12)I